FC=1C=C2C(C=COC2=CC1[N+](=O)[O-])=O 6-Fluoro-7-nitro-4H-chromen-4-one